tert-Butyl (R)-3-((6-chloro-5-methylpyridazin-3-yl)amino)piperidine-1-carboxylate ClC1=C(C=C(N=N1)N[C@H]1CN(CCC1)C(=O)OC(C)(C)C)C